C(C1=CC=CC=C1)OCC1CCC(CC1)C=1OC2=C(N1)C=C(C=C2)C(=O)OC methyl 2-[4-(benzyloxymethyl)cyclohexyl]-1,3-benzoxazole-5-carboxylate